C(C1=CC=CC=C1)C1CC1C(=O)N benzyl-3-cyclopropanecarboxamide